ClC=1C=C(C=CC1C1CC1)N1CC(C1)C1=CC=C(CN2CCC(CC2)C(=O)O)C=C1 (4-(1-(3-chloro-4-cyclopropylphenyl)azetidin-3-yl)benzyl)piperidine-4-carboxylic acid